pentylenediamine ethyl acetate C(C)(=O)OCC.C(CCCCN)N